C(C)(C)(C)OC(NCC1=CC(=CC=C1)N1N=C(C=C1C(NC1=CC(=CC=C1)C(C1=CC=CC=C1)NCC1CC1)=O)C)=O [3-(5-{3-[(cyclopropylmethyl-amino)-phenyl-methyl]-phenylcarbamoyl}-3-methyl-pyrazol-1-yl)-benzyl]-carbamic acid tert-butyl ester